[Br-].O=C1N(C(C2=CC=CC=C12)=O)CCC[P+](C1=CC=CC=C1)(C1=CC=CC=C1)C1=CC=CC=C1 (3-(1,3-dioxoisoindoline-2-yl)propyl)triphenyl-phosphonium bromide